2-chloro-4-[(2-isopropoxybenzyl)amino]pyrimidin-5-carboxamide ClC1=NC=C(C(=N1)NCC1=C(C=CC=C1)OC(C)C)C(=O)N